C(C)(C)(C)OC(=O)NC1CC(C1)CCN(S(=O)(=O)C1=C(C=CC=C1)[N+](=O)[O-])CCC1CC(C1)NC(OC(C)(C)C)=O tert-butyl N-(3-{2-[N-(2-{3-[(tert-butoxycarbonyl)amino]cyclobutyl}ethyl)-2-nitrobenzenesulfonamido]ethyl}cyclobutyl)carbamate